FC(C1=CC(=NC=C1C1=NC(=NC(=C1)N1CCOCC1)N1[C@H](COCC1)C)N)F (S)-4-(difluoromethyl)-5-(2-(3-methylmorpholino)-6-morpholinopyrimidin-4-yl)pyridin-2-amine